((6-(4-(3-chlorophenyl)piperidin-1-yl)-6-oxohexyl)amino)-2-(2,6-dioxopiperidin-3-yl)isoindoline-1,3-dione ClC=1C=C(C=CC1)C1CCN(CC1)C(CCCCCNC1=C2C(N(C(C2=CC=C1)=O)C1C(NC(CC1)=O)=O)=O)=O